4-amino-N,N-diisopropylbenzenesulfonamide CC(C)N(C(C)C)S(=O)(=O)C1=CC=C(C=C1)N